C(C=C)(=O)O.C(C=C)(=O)O.C(C=C)(=O)O.C(C=C)(=O)O.C1C(C)O1 propylene oxide tetraacrylate